CC1(C(NC(CSSCCCSS1)C(=O)O)=O)C 7,7-dimethyl-6-oxo-1,2,8,9-tetrathia-5-azacyclododecane-4-carboxylic acid